Cl.Cl.OC(COC=1C=C(C=2N(C1)N=CC2C#N)C=2C=NC(=CC2)N2CCNCC2)(C)C 6-(2-Hydroxy-2-methyl-propoxy)-4-(6-piperazin-1-yl-3-pyridinyl)pyrazolo[1,5-a]pyridine-3-carbonitrile dihydrochloride